N-(4-(2-((S)-2,2-dimethylcyclopropane-1-carbonyl)-2,6-diazaspiro[3.4]octan-8-yl)phenyl)cyclohexanecarboxamide CC1([C@H](C1)C(=O)N1CC2(C1)CNCC2C2=CC=C(C=C2)NC(=O)C2CCCCC2)C